ClC=1C=C(C=2C(N1)=C(N(N2)C)C=2C=NN(C2)C(F)(F)F)CO (5-Chloro-2-methyl-3-(1-(trifluoromethyl)-1H-pyrazol-4-yl)-2H-pyrazolo[4,3-b]pyridin-7-yl)methanol